COC1=C(C=C(C=C1)C=1C(=NC=CC1)OC1=CC=C(C=C1)OC(F)(F)F)S(=O)(=O)NC 2-methoxy-N-methyl-5-[2-[4-(trifluoromethoxy)phenoxy]-3-pyridyl]benzenesulfonamide